N2-(pent-2-yl)imidazo[2,1-f][1,2,4]triazine-2,4-diamine CC(CCC)NC1=NN2C(C(=N1)N)=NC=C2